(Z)-N'-hydroxy-2-(3-methoxyazetidin-1-yl)isonicotinamidine O\N=C(\C1=CC(=NC=C1)N1CC(C1)OC)/N